7,7-bis(fluoromethyl)-2-phenyl-10-((triisopropylsilyl)oxy)-5,12b-dihydro-1H,7H-chromeno[4,3-c][1,2,4]triazolo[1,2-a]pyridazine-1,3(2H)-dione FCC1(OC=2C=C(C=CC2C2N3N(CC=C21)C(N(C3=O)C3=CC=CC=C3)=O)O[Si](C(C)C)(C(C)C)C(C)C)CF